Cl.FC(C1CC(NC1)C(=O)N)(F)F 4-(trifluoromethyl)pyrrolidine-2-carboxamide hydrochloride